(S)-9-(4-fluorobenzyl)-4-isopropyl-2-methyl-1-oxo-4,9-diazaspiro[5.5]undecan-3-one FC1=CC=C(CN2CCC3(CN(C([C@H](C3=O)C)=O)C(C)C)CC2)C=C1